C(C)(C)(C)OC(=O)N([C@H](C(=O)OCC1=CC(=NC(=C1)Cl)Cl)CCCNC(=O)N)C (2,6-dichloropyridin-4-yl)methyl (S)-2-((tert-butoxycarbonyl)(methyl)amino)-5-ureidopentanate